tert-butyl 7-(4-chloropyridin-3-yl)-2,7-diazaspiro[4.4]nonane-2-carboxylate ClC1=C(C=NC=C1)N1CC2(CCN(C2)C(=O)OC(C)(C)C)CC1